C1(=CC=CC=C1)C1C(CCCCCCC1)=O phenylcyclononanone